(1-(2,2-difluoroethyl)-1H-imidazol-4-yl)-N-(1-(methylsulfonyl)piperidin-4-yl)-5-(trifluoromethyl)pyrimidin-2-amine FC(CN1C=NC(=C1)C1=NC(=NC=C1C(F)(F)F)NC1CCN(CC1)S(=O)(=O)C)F